but-1-ene C=CCC